N-acetyl-N-[[4-(5-methyl-3-phenylisoxazol-4-yl)phenyl]sulfonyl]glycine, ethyl ester C(C)(=O)N(CC(=O)OCC)S(=O)(=O)C1=CC=C(C=C1)C=1C(=NOC1C)C1=CC=CC=C1